6-chloro-3,10-diazapentacyclo[10.7.1.02,10.04,9.016,20]icosa-1(19),2,4(9),5,7,12,14,16(20),17-nonaen-11-one ClC1=CC=2N=C3C4=CC=CC=5C=CC=C(C(N3C2C=C1)=O)C45